(3R,5R)-1-(2-Fluoropyridin-4-yl)-3,5-dimethylpiperazine dihydrochloride Cl.Cl.FC1=NC=CC(=C1)N1C[C@H](N[C@@H](C1)C)C